(S)-3-amino-4-((oxetan-2-ylmethyl)amino)benzoic acid methyl ester COC(C1=CC(=C(C=C1)NC[C@H]1OCC1)N)=O